(3-((tert-butyldimethylsilyl)oxy)propylidene)-2-methylpropane-2-sulfinamide [Si](C)(C)(C(C)(C)C)OCCC=CC(C)(S(=O)N)C